2,6-bis((3,4,5-trihydroxybenzyl)oxy)pyrrolo[3,4-f]Isoindole-1,3,5,7(2H,6H)-tetraone OC=1C=C(CON2C(C3=CC=4C(N(C(C4C=C3C2=O)=O)OCC2=CC(=C(C(=C2)O)O)O)=O)=O)C=C(C1O)O